7-(3-azabicyclo[3.1.0]hexane-1-ylethynyl)-N-(3,4-dichloro-2-fluorophenyl)-6-nitroquinazolin-4-amine C12(CNCC2C1)C#CC1=C(C=C2C(=NC=NC2=C1)NC1=C(C(=C(C=C1)Cl)Cl)F)[N+](=O)[O-]